COC=1C2=C(C=NC1)N=C(S2)S 7-Methoxythiazolo[4,5-c]pyridine-2-thiol